C(C)(C)N1N=CC(=C1NC(CCOC)=O)C(=O)N 1-isopropyl-5-(3-methoxypropionylamino)-1H-pyrazole-4-carboxamide